C(C)OC=1C(=NC(=C(C1)N1[C@@H](CN(CC1)C(=O)C12CCC(CC1)(C2)C(F)(F)F)CC)C(=O)NC2CN(C2)C)C=2C=NC=CC2 ethoxy-5-[(2R)-2-ethyl-4-[4-(trifluoromethyl)bicyclo[2.2.1]heptane-1-carbonyl]piperazin-1-yl]-N-(1-methylazetidin-3-yl)-[2,3'-bipyridine]-6-carboxamide